5,11-dioxo-6,12-bis(n-pentylcarbonyloxy)naphthacene O=C1C=2C=CC=CC2C(=C2C(C3=CC=CC=C3C(=C12)OC(=O)CCCCC)=O)OC(=O)CCCCC